(8S,9R,10S)-9-(4-(cyclopropylethynyl)phenyl)-10-(hydroxymethyl)-N-(2-methoxyphenyl)-1,6-diazabicyclo[6.2.0]decane-6-carboxamide C1(CC1)C#CC1=CC=C(C=C1)[C@@H]1[C@H]2CN(CCCCN2[C@@H]1CO)C(=O)NC1=C(C=CC=C1)OC